COC=1C=C(CN2C[C@H](OC3=C(C2=O)C=C(C=C3C3=C(C=C(C=C3)F)C)CN3C(N(C=C3)C)=N)C)C=C(C1)OC (R)-4-(3,5-dimethoxybenzyl)-9-(4-fluoro-2-methylphenyl)-7-((2-imino-3-methyl-2,3-dihydro-1H-imidazol-1-yl)methyl)-2-methyl-3,4-dihydrobenzo[f][1,4]oxazepin-5(2H)-one